(2R,4R)-N2-(5-((+)-1-amino-3-cyclopropyl-1-(pyridin-4-yl)propyl)-2-fluorophenyl)-N1-(5-chloropyridin-2-yl)-4-phenylpyrrolidine-1,2-dicarboxamide NC(CCC1CC1)(C1=CC=NC=C1)C=1C=CC(=C(C1)NC(=O)[C@@H]1N(C[C@H](C1)C1=CC=CC=C1)C(=O)NC1=NC=C(C=C1)Cl)F